N1=C(C=CC=C1)OC1=CC=C2CCN(CC2=C1)C(C=C)=O 1-(7-(pyridin-2-yloxy)-3,4-dihydroisoquinolin-2(1H)-yl)prop-2-en-1-one